COC1=C(C=C(C(=O)C2=CC(=CC=C2)C)C=C1)C 4-methoxy-3,3'-dimethylbenzophenone